The molecule is a benzoate ester that is the methyl ester of 2-{[(4,6-dimethylpyrimidin-2-yl)carbamoyl]sulfamoyl}benzoic acid. It has a role as a herbicide and an EC 2.2.1.6 (acetolactate synthase) inhibitor. It is a member of pyrimidines, a benzoate ester and a N-sulfonylurea. CC1=CC(=NC(=N1)NC(=O)NS(=O)(=O)C2=CC=CC=C2C(=O)OC)C